C(C)C1=CC=C(C=C1)C(=O)N1CCN(CC1)C1=NC(=CC(=N1)NC1=CC2=C(C=N1)C=NN2C(C)C)N2CCCC2 (4-ethylphenyl){4-[4-{[1-(propan-2-yl)-1H-pyrazolo[4,3-c]pyridin-6-yl]amino}-6-(pyrrolidin-1-yl)pyrimidin-2-yl]piperazin-1-yl}methanone